1-(4-(3,4-dichlorophenyl)-5-(ethylsulfanyl)thiazol-2-yl)-3-methyl-4-(2-nitrobenzyl)-1H-pyrazole-5-carboxylic acid methyl ester COC(=O)C1=C(C(=NN1C=1SC(=C(N1)C1=CC(=C(C=C1)Cl)Cl)SCC)C)CC1=C(C=CC=C1)[N+](=O)[O-]